C1(CCCCC1)C1=CC=C(C=C1)N(C1=CC=2C(C3=CC=CC=C3C2C=C1)(C)C)C1=CC=C(C=C1)C1CCCCC1 N,N-bis(4-cyclohexylphenyl)-N-(9,9-dimethyl-9H-fluorene-2-yl)amine